2-[1-[2-(4,4-dimethyl-1-piperidyl)-3-ethyl-6-methyl-4-oxo-chromen-8-yl]ethylamino]benzoic acid CC1(CCN(CC1)C=1OC2=C(C=C(C=C2C(C1CC)=O)C)C(C)NC1=C(C(=O)O)C=CC=C1)C